(2S,4R)-4-methylproline methyl ester COC([C@H]1NC[C@@H](C1)C)=O